12-methylbenzylamino-N,N-dimethyllauric acid amide CCCCCCCCCCCC(C(=O)N(C)C)NCC1=CC=CC=C1